3,4-dimethylpyrazolium citrate C(CC(O)(C(=O)[O-])CC(=O)[O-])(=O)[O-].CC=1N[NH+]=CC1C.CC=1N[NH+]=CC1C.CC=1N[NH+]=CC1C